3R-caranamide [C@@H]12CC(CCC1C2(C)C)(C)C(=O)N